fluoro-tetradecane FCCCCCCCCCCCCCC